3-[5-(benzylaminomethyl)-1-ethyl-1H-indol-2-yl]-1-(2-methyl-4-pyridylamino)-2-propyne C(C1=CC=CC=C1)NCC=1C=C2C=C(N(C2=CC1)CC)C#CCNC1=CC(=NC=C1)C